(5-bromopentyloxy)(tert-butyl)bis(methyl)silane BrCCCCCO[Si](C)(C)C(C)(C)C